C(=O)(O)CC1=CC=C(C(=O)CC(C2=CC=C(C=C2)CC(=O)O)=O)C=C1 bis(4-carboxymethylbenzoyl)methane